C(C1=CC=CC=C1)OC=1C(=NC(=CC1)C1OC1)F 3-(benzyloxy)-2-fluoro-6-(oxiran-2-yl)pyridine